tert-butyl rac-(3S)-3-methyl-6-(2-tetrahydrofuran-3-ylindazol-6-yl)-3,4-dihydro-2H-pyridine-1-carboxylate C[C@@H]1CN(C(=CC1)C=1C=CC2=CN(N=C2C1)C1COCC1)C(=O)OC(C)(C)C |r|